COC1=CC=C(C2=C1NC(=N2)NC(=O)C2=NC=C(N=C2)OCCOC)C=2C=NN(C2)C N-[7-methoxy-4-(1-methyl-1H-pyrazol-4-yl)-1H-1,3-benzodiazol-2-yl]-5-(2-methoxyethoxy)pyrazine-2-carboxamide